FC1(C(CC1)C1=CC(=C(C=C1)N1N=C2CCNCC3C2=C1CCN3C(=O)OC(C)(C)C)O)F tert-butyl 2-(4-(2,2-difluorocyclobutyl)-2-hydroxyphenyl)-2,3,4,5a,6,7,8,9-octahydro-5H-1,2,5,7-tetraazabenzo[cd]azulene-5-carboxylate